COC(=O)C=1C=C2C=C(N(C2=CC1)CCOC(F)F)CC1=C(C=C(C=C1)Cl)C(F)(F)F 2-(4-chloro-2-(trifluoromethyl)benzyl)-1-(2-(difluoromethoxy)ethyl)-1H-indole-5-carboxylic acid methyl ester